NC1=C(NC23CC4CC(CC(C2)C4)C3)C=CC=C1 ortho-aminoadamantyl-aniline